CC1=C(C(=CC=C1)C)C=1NC(=C(N1)C1=CC=CC=C1)C1=CC=CC=C1 2-(2,6-dimethylphenyl)-4,5-diphenyl-1H-imidazole